1,3-dimethyl-4,5,7,8-tetrahydro-1H-pyrazolo[3,4-b]thieno[3,4-e]pyridin-4-one CN1N=C(C2=C1NC1=C(C2=O)CSC1)C